CN1C(NC2N=CNC2C1=O)=O 1-methyl-3,4,5,7-tetrahydro-1H-purine-2,6-dione